NC1=CC=CC(=N1)S(=O)(=O)NC(=O)C=1C(=NC(=CC1)C1=C(C=C(C=C1)Cl)OC)OC1=C(C=C(C=C1C)C)C N-[(6-Amino-2-pyridyl)sulfonyl]-6-(4-chloro-2-methoxyphenyl)-2-(2,4,6-trimethylphenoxy)pyridin-3-carboxamid